Dimethyl(((3-methylazetidin-3-yl)amino)methyl)phosphine oxide bis(trifluoroacetic acid) salt FC(C(=O)O)(F)F.FC(C(=O)O)(F)F.CP(CNC1(CNC1)C)(C)=O